FC(F)(F)C=1N=CC2=C(N1)C=NC=C2 (trifluoromethyl)pyrido[3,4-d]pyrimidin